FC(=CC=1C=C(C=CC1)CN)F [3-(2,2-difluorovinyl)phenyl]methylamine